tert-butyl 3-((7-chloro-4H-chromeno[3,4-d]thiazol-2-yl) (methyl) amino)-9-azabicyclo[3.3.1]nonane-9-carboxylate ClC=1C=CC2=C(C1)OCC=1N=C(SC12)N(C1CC2CCCC(C1)N2C(=O)OC(C)(C)C)C